COC1=C(C=CC(=C1)N1CCC(CC1)N1CCN(CC1)C)C1(N=C(C2=C(N1)SC=C2C)NC2(CC2)C)N 2-(2-methoxy-4-(4-(4-methylpiperazin-1-yl)piperidin-1-yl)phenyl)-5-methyl-N4-(1-methyl-Cyclopropyl)thieno[2,3-d]pyrimidine-2,4-diamine